[C@@H]12OC[C@@H](N(C1)C1=C(C=C(C(=C1)OC)NC1=NC=NC(=C1)N1OCC[C@@H]1C1=C(C=CC(=C1)F)F)NC(C=C)=O)C2 N-(2-((1S,4S)-2-oxa-5-azabicyclo[2.2.1]heptane-5-yl)-5-((6-((R)-3-(2,5-difluorophenyl)isoxazolidine-2-yl)pyrimidine-4-yl)amino)-4-methoxyphenyl)acrylamide